FC=1C=C(C=CC1C1=CC(=C(C(=C1)F)F)F)C1=CCC(CC1)C1OCC(CO1)CCCC 2-[4-[3-fluoro-4-(3,4,5-trifluorophenyl)phenyl]cyclohex-3-en-1-yl]-5-butyl-1,3-dioxan